FC1=CC=C(OCCCN2CCN(CC2)C(=O)C2=NOC(=N2)C2=C(C(=C(C(=C2)F)F)O)F)C=C1 (4-(3-(4-Fluorophenoxy)propyl)piperazin-1-yl)(5-(2,4,5-trifluoro-3-hydroxyphenyl)-1,2,4-oxadiazol-3-yl)methanone